ClC1=C(C=CC(=C1)F)C1=CC=2N(C(N(C(C2S1)=O)C=1C2=C(C=NC1)C=NN2C)=O)CCC#N 3-(6-(2-chloro-4-fluorophenyl)-3-(1-methyl-1H-pyrazolo[4,3-c]pyridin-7-yl)-2,4-dioxo-3,4-dihydrothieno[3,2-d]pyrimidin-1(2H)-yl)propanenitrile